BrC=1C=C(C(NC1C(F)(F)F)=O)C(=O)OCC ethyl 5-bromo-2-oxo-6-(trifluoromethyl)-1,2-dihydropyridine-3-carboxylate